ClC1=CC=C(C=C1)C=1C=C(C(N(N1)C=1C=NN(C1)C)=O)C(=O)NC[C@@H](CF)O 6-(4-Chlorophenyl)-N-[(2S)-3-fluoro-2-hydroxypropyl]-2-(1-methyl-1H-pyrazol-4-yl)-3-oxo-2,3-dihydropyridazine-4-carboxamide